C(=O)=C1CC(NC(C1)(C)C)(C)C 4-carbonyl-2,2,6,6-tetramethylpiperidin